ClC1=C(S(=O)(=O)O)C=CC(=C1)N chlorosulfanilic acid